ClC1=C(C=CC=C1)S(=O)(=O)C1=C(C=O)C(=CC=C1)N1CCNCC1 2-((2-chlorophenyl)sulfonyl)-6-(piperazin-1-yl)benzaldehyde